2'-chloro-4'-((1-(oxetan-3-yl)azetidin-3-yl)oxy)-4,5,5',6'-tetrahydro-2H-spiro[furan-3,8'-pyrano[3,4-b]pyridine] ClC1=CC(=C2C(=N1)C1(OCC2)COCC1)OC1CN(C1)C1COC1